3-methyl-10-oxo-1,2,3,4,7,8,9,10-octahydropyrido[4',3':3,4]Pyrazolo[1,5-a]Pyrazine CC1CC2=NN3C(C(NCC3)=O)=C2CN1